3,4-bis(bromomethyl)-2,5-dihydrothiophene 1,1-dioxide BrCC=1CS(CC1CBr)(=O)=O